FC=1C(=NC(=NC1)N1CCN(CC1)C(=O)N1N=CC[C@H]1C=1C=NC=C(C1)F)N1N=C(N=C1C)C(=O)N (S)-1-(5-fluoro-2-(4-(5-(5-fluoropyridin-3-yl)-4,5-dihydro-1H-pyrazole-1-carbonyl)piperazin-1-yl)pyrimidin-4-yl)-5-methyl-1H-1,2,4-triazole-3-carboxamide